Methyl 2-[6-(difluoromethyl) pyridin-3-yl]-5-[({1-[2-fluoro-4-(trifluoromethyl) phenyl]cyclopropyl}carbonyl) amino]benzoate FC(C1=CC=C(C=N1)C1=C(C(=O)OC)C=C(C=C1)NC(=O)C1(CC1)C1=C(C=C(C=C1)C(F)(F)F)F)F